2,6-di-tert-butyl-4-methylcyclohexanol C(C)(C)(C)C1C(C(CC(C1)C)C(C)(C)C)O